BrC(=C)C(F)(F)F 2-Bromo-trifluoropropene